ClC1=NC=CC(=N1)C=1C(=C(C=C(C1)F)NC(=O)N1CC(C1)OC(C)C)C N-(3-(2-chloropyrimidin-4-yl)-5-fluoro-2-methylphenyl)-3-isopropoxyazetidine-1-carboxamide